4-(4-((methylamino)methyl)-5-(tetrahydro-2H-pyran-4-yl)thiazole-2-yl)-7-(3-methylpyridin-4-yl)isoquinolin-1-amine CNCC=1N=C(SC1C1CCOCC1)C1=CN=C(C2=CC(=CC=C12)C1=C(C=NC=C1)C)N